N-glycoloyl-neuraminic acid C(CO)(=O)N[C@@H]1[C@H](CC(C(O)=O)(O)O[C@H]1[C@H](O)[C@H](O)CO)O